4-(2,5-dioxo-2,5-dihydro-1H-pyrrol-1-yl)benzenesulfonamide O=C1N(C(C=C1)=O)C1=CC=C(C=C1)S(=O)(=O)N